COC1=C(C=CC=C1)C1=CC=CC(=N1)C(=O)N 6-(2-methoxyphenyl)picolinamide